4-[4-[4-[(2,6-dioxo-3-piperidinyl)oxy]-2-fluoro-phenyl]piperazin-1-yl]-3,3-difluoro-piperidine-1-carboxylic acid tert-butyl ester C(C)(C)(C)OC(=O)N1CC(C(CC1)N1CCN(CC1)C1=C(C=C(C=C1)OC1C(NC(CC1)=O)=O)F)(F)F